ClC1=CC=NN(C1=O)CC(=O)O (5-chloro-6-oxopyridazin-1-yl)acetic acid